N-(5-(2,6-Difluoro-4-methoxyphenyl)-1-methyl-2-(6-methyl-4-(1-methylpiperidin-4-yl)pyridin-2-yl)-3-oxo-2,3-dihydro-1H-pyrazol-4-yl)-4-(difluoromethoxy)benzamide FC1=C(C(=CC(=C1)OC)F)C1=C(C(N(N1C)C1=NC(=CC(=C1)C1CCN(CC1)C)C)=O)NC(C1=CC=C(C=C1)OC(F)F)=O